S1C=NC(=C1)C=1C=CC(=NC1)CC=1OC=C(N1)C(=O)O 2-((5-(thiazol-4-yl)pyridin-2-yl)methyl)oxazole-4-carboxylic acid